2-methoxy-5-((6-methylpyridin-3-yl)methoxy)isonicotinaldehyde COC=1C=C(C=O)C(=CN1)OCC=1C=NC(=CC1)C